C1(=CC=CC=C1)C=1C(=C(C=2NC3=CC=CC=C3C2C1)C=1C(=C(C=CC1)C1=CC=CC=C1)C1=CC=CC=2C3=CC=CC=C3C3=CC=CC=C3C12)C1=CC=CC=C1 (diphenylcarbazolyl)(triphenyleneyl)biphenyl